(2S)-1-[(2S,4R)-4-hydroxy-2-{[(1S)-1-[4-(4-methyl-1,3-thiazol-5-yl)phenyl]ethyl]carbamoyl}pyrrolidin-1-yl]-3,3-dimethyl-1-oxobutan O[C@@H]1C[C@H](N(C1)C(CC(C)(C)C)=O)C(N[C@@H](C)C1=CC=C(C=C1)C1=C(N=CS1)C)=O